Cyclohexanone monooxygen [O].C1(CCCCC1)=O